1,2,3,4-Tetrahydroisoquinoline-6-d hydrochloride Cl.C1NCCC2=CC(=CC=C12)[2H]